1-n-butyl-3-methylimidazolium trifluoromethanesulfonate FC(S(=O)(=O)[O-])(F)F.C(CCC)N1C=[N+](C=C1)C